C[Si](O[C@@H]1[C@@H](C2=CC[C@H]3[C@@]4(CC[C@H]([C@@H](CCCC(O)C5=C(C=CC=C5)F)C)[C@]4(CC[C@@H]3[C@]2(CC1)C)C)C(C)C)O)(C(C)(C)C)C 3β-{[dimethyl(2-methylprop-2-yl)silyl]oxy}-24-[(2-fluorophenyl)(hydroxyl)methyl]-14α-methyl-Ethyl-cholane-6(5)-ene-4β-ol